2-propylimidazole-4,5-dicarboxylic acid C(CC)C=1NC(=C(N1)C(=O)O)C(=O)O